N-(2-fluoro-4-methyl-5-(2-(methylamino)-8,9-dihydroimidazo[1',2':1,6]pyrido[2,3-d]pyrimidin-6-yl)phenyl)-2-(3-(trifluoromethyl)phenyl)acetamide FC1=C(C=C(C(=C1)C)C1=CC2=C(N=C(N=C2)NC)N2C1=NCC2)NC(CC2=CC(=CC=C2)C(F)(F)F)=O